(2R,3R,4R,5R)-4-[[3-[2-methoxy-6-(trifluoromethyl)-3-pyridinyl]-4,5-dimethyl-5-(trifluoromethyl)tetrahydrofuran-2-carbonyl]amino]pyridine-2-carboxamide COC1=NC(=CC=C1[C@@H]1[C@@H](O[C@]([C@@H]1C)(C(F)(F)F)C)C(=O)NC1=CC(=NC=C1)C(=O)N)C(F)(F)F